NC1=CC(C(NC1=NC=1C(=NN2C1C=CC=C2)NCCN2CCCCC2)=NC=2C(=NN1C2C=CC=C1)NCCN1CCCCC1)=N N3,N3'-(5-Amino-3-iminopyridin-2,6(1H,3H)-diyliden)bis{N2-[2-(piperidin-1-yl)ethyl]pyrazolo[1,5-a]pyridin-2,3-diamin}